N[C@H](C=1OC2=C(N1)C=C(C=C2)[C@H](N2C(N[C@@H](C2)C(F)(F)F)=O)C2COC2)C2CCC(CC2)(F)F (S)-1-((R)-(2-((S)-Amino(4,4-difluorocyclohexyl)methyl)benzo[d]oxazol-5-yl)(oxetan-3-yl)methyl)-4-(trifluoromethyl)imidazolidin-2-one